6-(2-methoxy-6-methyl-4-(trifluoromethyl)phenyl)-N-(1-methylpiperidin-3-yl)-[1,2,4]triazolo[1,5-b]pyridazin-2-amine COC1=C(C(=CC(=C1)C(F)(F)F)C)C=1C=CC=2N(N1)N=C(N2)NC2CN(CCC2)C